FC=1C(=C(C=CC1F)[C@H]1[C@@H](O[C@](C1)(C(F)(F)F)C)C(=O)NC=1C=NC(=CC1)[C@H]1OC(OC1)(C)C)OC |o1:8,9,11| rel-(2R,3S,5R)-3-(3,4-difluoro-2-methoxyphenyl)-N-(6-((R)-2,2-dimethyl-1,3-dioxolan-4-yl)pyridin-3-yl)-5-methyl-5-(trifluoromethyl)tetrahydrofuran-2-carboxamide